N-{(6R,7aR)-2-[5,6-Difluoro-4-(2,4,6-trifluorophenyl)-1,2-benzoxazol-3-yl]-7,7-difluoro-3-oxohexahydro-1H-pyrrolo[1,2-c]imidazol-6-yl}methanesulfonamide FC=1C(=CC2=C(C(=NO2)N2C(N3[C@H](C2)C([C@@H](C3)NS(=O)(=O)C)(F)F)=O)C1C1=C(C=C(C=C1F)F)F)F